8-methyl-7H,8H-pyrido[2,3-d]-pyrimidin-7-one CN1C(C=CC2=C1N=CN=C2)=O